C(N)(OC1=C(C=CC=C1)C=1C=NN(C1)CC#N)=O (1-(cyanomethyl)-1H-pyrazol-4-yl)phenyl carbamate